CN1C(=NC(=C1)C(F)(F)F)C1=CC=C(C=C1)CCN1C=NC=C2C1=NC(C=C2)=O 1-{4-[1-methyl-4-(trifluoromethyl)imidazol-2-yl]phenyl-ethyl}pyrido[2,3-d]pyrimidin-7-one